C(CCC)[Zn]CCCCCCCC.[P].[S] sulfur phosphorus butyl-octyl-zinc salt